ClC=1C=NC=NC1Cl 5,6-dichloropyrimidine